N-(2-(5-bromo-1H-indol-3-yl)ethyl)-4-fluoro-2-((3,4,5-trimethoxyphenyl)amino)benzamide BrC=1C=C2C(=CNC2=CC1)CCNC(C1=C(C=C(C=C1)F)NC1=CC(=C(C(=C1)OC)OC)OC)=O